2-(chloromethyl)-6,7-dimethoxyquinazolin-4(3H)-one ClCC1=NC2=CC(=C(C=C2C(N1)=O)OC)OC